ClC=1C=C2C(=C(N1)C(=O)OCC)NN=C2 Ethyl 5-chloro-1H-pyrazolo[3,4-c]pyridine-7-carboxylate